(R)-4-((1S,6R)-5-((S)-2-(4-chlorophenyl)-3-(cyclopropylamino)propionyl)-2,5-diazabicyclo[4.1.0]heptan-2-yl)-5-methyl-5,8-dihydropyrido[2,3-d]pyrimidin-7(6H)-one ClC1=CC=C(C=C1)[C@H](C(=O)N1CCN([C@H]2C[C@@H]12)C=1C2=C(N=CN1)NC(C[C@H]2C)=O)CNC2CC2